O=C1C2(C=3C(=NC=CC3)N1COCC[Si](C)(C)C)CC1=C(NC(=C1)C(=O)OCC)C2 Ethyl 2'-oxo-1'-((2-(trimethylsilyl)ethoxy)methyl)-1',2',4,6-tetrahydro-1H-spiro[cyclopenta[b]pyrrole-5,3'-pyrrolo[2,3-b]pyridine]-2-carboxylate